FC(OC=1C=C(C=CC1)N1C=NC=C1)(F)F 1-(3-(trifluoromethoxy)phenyl)-1H-imidazol